1,2-bisBromoethane BrCCBr